2-((3-chlorophenyl)-alanyl)-N-(1-cyano-2-(2-oxopiperidin-3-yl)ethyl)-5,5-difluoro-2-azabicyclo[2.2.2]octane-3-carboxamide ClC=1C=C(C=CC1)N[C@@H](C)C(=O)N1C2CC(C(C1C(=O)NC(CC1C(NCCC1)=O)C#N)CC2)(F)F